CN(C1=CC=C(C=C1)C1=C(CC2CCC(C1)N2)COC2=CC=C1CNC(C1=C2)=O)C 6-({4-[4-(dimethylamino)phenyl]-9-azabicyclo[4.2.1]non-3-en-3-yl}methoxy)-2,3-dihydro-1H-isoindol-1-one